C=1CC(C=C2C3=CC=CC=C3C=CC12)=O phenanthr-3-one